(tert-butyl 1-(5-chloro-4-(1-(2,4-dichlorophenyl) ethoxy) pyrimidin-2-yl) (methyl) carbamoyl) piperidine-1-carboxylate N1(CCCCC1)C(=O)OC(N(CC1=NC=C(C(=N1)OC(C)C1=C(C=C(C=C1)Cl)Cl)Cl)C(C)(C)C)=O